NC=1C(=NC(=C(N1)F)C1=CC=C(C=C1)N1CCN(CC1)C1CCC1)C=1C=C2CCNC(C2=CC1)=O 6-(3-amino-6-(4-(4-cyclobutylpiperazin-1-yl)phenyl)-5-fluoropyrazin-2-yl)-3,4-dihydroisoquinolin-1(2H)-one